2-((6-((5-chloro-2-((((1s,4s)-4-((3-(2,6-dioxopiperidin-3-yl)phenyl)amino)cyclohexyl)methyl)amino)pyrimidin-4-yl)amino)-1-methyl-2-oxo-1,2-dihydroquinolin-3-yl)oxy)-N-methylacetamide ClC=1C(=NC(=NC1)NCC1CCC(CC1)NC1=CC(=CC=C1)C1C(NC(CC1)=O)=O)NC=1C=C2C=C(C(N(C2=CC1)C)=O)OCC(=O)NC